CN(C(=O)NC1=NOC(=C1)C(C(F)(F)F)(C)C)C1CC2(CN(C2)C(=O)C=2C=NN3C2C=CC=C3)C1 1-methyl-1-(2-(pyrazolo[1,5-a]pyridine-3-carbonyl)-2-azaspiro[3.3]heptan-6-yl)-3-(5-(1,1,1-trifluoro-2-methylpropan-2-yl)isoxazol-3-yl)urea